2-[3-[4-AMINO-3-(2-FLUORO-4-PHENOXY-PHENYL)-1H-PYRAZOLO[3,4-D]PYRIMIDIN-1-YL]PIPERIDINE-1-CARBONYL]-4-METHYL-4-[4-(OXETAN-3-YL)PIPERAZIN-1-YL]PENT-2-ENENITRILE NC1=C2C(=NC=N1)N(N=C2C2=C(C=C(C=C2)OC2=CC=CC=C2)F)C2CN(CCC2)C(=O)C(C#N)=CC(C)(N2CCN(CC2)C2COC2)C